20-Hexyl-2,12,12-trimethyl-6,10,15,17-tetraoxo-14,18-dioxa-2,5,9-triazaoctacosan-11-yl (2-hexyldecyl) glutarate C(CCCC(=O)OCC(CCCCCCCC)CCCCCC)(=O)OC(C(NCCC(NCCN(C)C)=O)=O)C(COC(CC(OCC(CCCCCCCC)CCCCCC)=O)=O)(C)C